sec-butyltribromotin C(C)(CC)[Sn](Br)(Br)Br